ClC1=CC=C2C(=N1)C(=NN2C2CCC(CC2)O)C=2C=NN(C2)C(F)(F)F (1r,4r)-4-(5-chloro-3-(1-(trifluoromethyl)-1H-pyrazol-4-yl)-1H-pyrazolo[4,3-b]pyridin-1-yl)cyclohexan-1-ol